BrCC=1C=CC=2N(C1)C=C(N2)CN2N=NC(=C2)C=2C=NC=C(C2)N2CCCC2 6-(bromomethyl)-2-((4-(5-(pyrrolidin-1-yl)pyridin-3-yl)-1H-1,2,3-triazol-1-yl)methyl)imidazo[1,2-a]pyridine